(S)-2-(4,5-difluoro-1H-indole-2-carboxamido)-N6-ethyl-N1-(1-(2-(2-adamantylamino)-2-oxoethyl)-2-oxo-1,2-dihydropyridin-3-yl)-5-oxohexanediamide FC1=C2C=C(NC2=CC=C1F)C(=O)N[C@H](C(=O)NC=1C(N(C=CC1)CC(=O)NC1C2CC3CC(CC1C3)C2)=O)CCC(C(=O)NCC)=O